N1(CCCC2=NC=CC=C12)C1=NNC2=NC(=CN=C21)N2C[C@@]1(CC2)[C@@H](CCC1)N |o1:21,24| rel-(5R,6R)-2-(3-(3,4-dihydro-1,5-naphthyridin-1(2H)-yl)-1H-pyrazolo[3,4-b]pyrazin-6-yl)-2-azaspiro[4.4]nonan-6-amine